ClC1=C(C=C(C=C1)N1N=CC(=C1)[C@H](C(=O)NC1=CC(=NN1)C1CC1)C)C (R)-2-(1-(4-chloro-3-methylphenyl)-1H-pyrazol-4-yl)-N-(3-cyclopropyl-1H-pyrazol-5-yl)propanamide